CN(C(=O)Cl)C N,N-dimethylcarbamoylchloride